P(OCC=C)([O-])=O.[Na+] sodium allyl phosphonate